2-[3,5-dichloro-4-[(3-phenyl-1H-indol-5-yl)oxy]phenyl]-3,5-dioxo-4H-1,2,4-triazine-6-carbonitrile ClC=1C=C(C=C(C1OC=1C=C2C(=CNC2=CC1)C1=CC=CC=C1)Cl)N1N=C(C(NC1=O)=O)C#N